FC(OC=1C=C(C=CC1)CNC(O[C@H]1[C@H](NC[C@@H]1O)CC1=CC=C(C=C1)C1=CN=CO1)=O)(F)F (2R,3S,4S)-4-hydroxy-2-{[4-(1,3-oxazol-5-yl)phenyl]methyl}pyrrolidin-3-yl N-{[3-(trifluoromethoxy)phenyl]methyl}carbamate